ClC=1C(=NC=CC1C1=CC(=NC2=C(N=CC=C12)C1=CC=NN1)N1CCOCC1)OC 4-(3-chloro-2-methoxypyridin-4-yl)-2-(morpholin-4-yl)-8-(1H-pyrazol-5-yl)-1,7-naphthyridine